(3S,3aR,3bR,4S,7R,7aR)-octahydro-3,7-dimethyl-4-(1-methylethyl)-1H-cyclopenta[1,3]cyclopropa[1,2]benzen-3-ol C[C@@]1(CC[C@@]23[C@@H](CC[C@H]([C@@H]2[C@H]31)C(C)C)C)O